Methyl 2-[4-[5-amino-4-cyano-1-(1-methoxy-2-methylpropan-2-yl)pyrazol-3-yl]phenyl]acetate NC1=C(C(=NN1C(COC)(C)C)C1=CC=C(C=C1)CC(=O)OC)C#N